BrC1=CC(=C(N)C=C1OC)I 4-bromo-2-iodo-5-methoxyaniline